3-benzyl-1,3-dihydro-2H-benzo[d]Imidazol-2-one C(C1=CC=CC=C1)N1C(NC2=C1C=CC=C2)=O